O=C1NC(CCC1C1=NN(C2=CC(=CC=C12)N1CCN(CC1)CC1CCC2(CCN(CC2)C(=O)OC(C)(C)C)CC1)C)=O tert-butyl 9-((4-(3-(2,6-dioxopiperidin-3-yl)-1-methyl-1H-indazol-6-yl)piperazin-1-yl)methyl)-3-azaspiro[5.5]undecane-3-carboxylate